O[C@@]12[C@@](OC([C@H]2C(=CC1=O)C)=O)(C)CC\C=C(\CCCO)/C (1S,4R,5S)-5-Hydroxy-4-[(E)-7-hydroxy-4-methylhept-3-enyl]4,8-dimethyl-3-oxabicyclo[3.3.0]octan-7-en-2,6-dione